(4-amino-3,5-difluorophenyl)(4-(4-chloro-1,2-dimethyl-6-(trifluoromethyl)-1H-benzo[d]imidazol-5-yl)-1H-indol-1-yl)methanone NC1=C(C=C(C=C1F)C(=O)N1C=CC2=C(C=CC=C12)C1=C(C2=C(N(C(=N2)C)C)C=C1C(F)(F)F)Cl)F